CC(CC)CCCCCCCCCC(CCCCCCCCCCCCCCCCCCCCCCCC)C 3,13-Dimethylheptatriacontane